C(#N)N1CCC(CC1)N1N=NC(=C1C)C=1C=C(C=2N(C1)N=CC2C#N)OC(C)C=2C(=NC=C(C2)C(F)(F)F)N2CCOCC2 6-[1-(1-Cyano-4-piperidyl)-5-methyl-triazol-4-yl]-4-[1-[2-morpholino-5-(trifluoromethyl)-3-pyridyl]ethoxy]pyrazolo[1,5-a]pyridine-3-carbonitrile